tert-butyl 4-(2-(5-((5-chloro-4-(piperidin-1-yl)pyrimidin-2-yl)amino)pyridin-3-yl)-1-oxo-2,8-diazaspiro[4.5]decan-8-yl)piperidine-1-carboxylate ClC=1C(=NC(=NC1)NC=1C=C(C=NC1)N1C(C2(CC1)CCN(CC2)C2CCN(CC2)C(=O)OC(C)(C)C)=O)N2CCCCC2